5-thiophenyl-triethyl-ammonium borate B([O-])([O-])[O-].S1C=CC=C1[N+](CC)(CC)CC.S1C=CC=C1[N+](CC)(CC)CC.S1C=CC=C1[N+](CC)(CC)CC